CC1C(CCC1=O)CC(=O)O 2-(2-methyl-3-oxocyclopentyl)acetic acid